tert-butyl (4-(6-methoxy-3-nitropyridin-2-yl)but-3-yn-1-yl)carbamate COC1=CC=C(C(=N1)C#CCCNC(OC(C)(C)C)=O)[N+](=O)[O-]